tert-butyl (1-(3-(2-methyl-2H-tetrazol-5-yl)-4-((4-(trifluoromethyl)phenyl)amino)phenyl)-1-oxo-5,8,11-trioxa-2-azatridecan-13-yl)carbamate CN1N=C(N=N1)C=1C=C(C=CC1NC1=CC=C(C=C1)C(F)(F)F)C(NCCOCCOCCOCCNC(OC(C)(C)C)=O)=O